BrC1=CC=C2C=NN(C2=C1)C1=NC=C(C=C1)C(F)(F)F 6-bromo-1-(5-(trifluoromethyl)pyridin-2-yl)-1H-indazole